N1N=NN=C1CN1C(N(C=2N=C(NC(C12)=O)N)[C@@H]1O[C@@H]([C@H]([C@H]1O)F)CO)=O 7-((1H-Tetrazol-5-yl)methyl)-2-amino-9-((2R,3S,4S,5R)-4-fluoro-3-hydroxy-5-(hydroxymethyl)tetrahydrofuran-2-yl)-7,9-dihydro-1H-purin-6,8-dion